CC1=C(C(=O)NC2(CC2)C2=C3C=CC=NC3=CC(=C2)C=2C=NN(C2)C)C=CC(=C1)COCC=1N=CSC1 2-methyl-N-(1-(7-(1-methyl-1H-pyrazol-4-yl)quinolin-5-yl)cyclopropyl)-4-((thiazol-4-ylmethoxy)methyl)benzamide